1,9-Dichlorononan ClCCCCCCCCCCl